5-(4-((S)-2-oxo-4-(trifluoromethyl)-imidazolidin-1-yl)tetrahydro-2H-pyran-4-yl)benzo[d]oxazol O=C1N(C[C@H](N1)C(F)(F)F)C1(CCOCC1)C=1C=CC2=C(N=CO2)C1